FC=1C(=C(C=CC1F)[C@H]1[C@@H](O[C@]([C@H]1OC)(C(F)(F)F)C)C(=O)O)C (2R,3R,4S,5R)-3-(3,4-difluoro-2-methylphenyl)-4-methoxy-5-methyl-5-(trifluoromethyl)tetrahydrofuran-2-carboxylic acid